CC1=CC=C(C=C([C@H]([C@H]([C@@H]([C@H](C(O)=CC2=CC=C(C=C2)C)O)O)O)O)O)C=C1 bis(p-methyl-benzylidene)-sorbitol